N-(5-(3-(3,3-Dimethylbutoxy)phenyl)-4-(2,6-dimethylphenyl)thiazol-2-yl)-3-(methylamino)benzenesulfonamide CC(CCOC=1C=C(C=CC1)C1=C(N=C(S1)NS(=O)(=O)C1=CC(=CC=C1)NC)C1=C(C=CC=C1C)C)(C)C